CCCCC/C=C\\C/C=C\\CCCCCCCCCCCC(=O)OC[C@H](COP(=O)(O)OC1[C@@H]([C@H](C([C@H]([C@H]1O)O)O)O)O)OC(=O)CCCCCCC/C=C\\C/C=C\\CCCCC The molecule is a 1-phosphatidyl-1D-myo-inositol in which the phosphatidyl acyl groups at positions 1 and 2 are specified as (13Z,16Z)-docosadienoyl and linoleoyl respectively. It has a role as a human metabolite. It derives from a (13Z,16Z)-docosadienoic acid and a linoleic acid.